(S)-4-Amino-N-(1-cyano-2-(2-(4-cyanophenyl)-1-oxoisoquinolin-5-yl)ethyl)tetrahydro-2H-pyridine NC1CCN(CC1)[C@@H](CC1=C2C=CN(C(C2=CC=C1)=O)C1=CC=C(C=C1)C#N)C#N